(1S,2R,4R,5S)-8-(benzyloxy)-N-(2,4-difluorobenzyl)-4-fluoro-2,5-dimethyl-7,9-dioxo-2,3,4,5,7,9-hexahydro-1,6-methanopyrido[1,2-b][1,2,5]triazonine-10-carboxamide C(C1=CC=CC=C1)OC=1C(C(=CN2N3[C@@H](C[C@H]([C@@H](N(C(C21)=O)C3)C)F)C)C(=O)NCC3=C(C=C(C=C3)F)F)=O